CC=1C=CC(=C(C1)N1/C(/SCC1=O)=N/C(=O)NC1=CC=C(C=C1)C1=NN(C=N1)C1=CC=C(C=C1)OC(F)(F)F)OCCC(F)(F)F (Z)-1-(3-(5-methyl-2-(3,3,3-trifluoropropoxy)phenyl)-4-oxothiazolidin-2-ylidene)-3-(4-(1-(4-(trifluoromethoxy)phenyl)-1H-1,2,4-triazol-3-yl)phenyl)urea